[Mg].Cl.Cl.Cl.Cl tetra-hydrochloric acid magnesium salt